(6-(4-((1H-indazol-5-yl)amino)pyrimidin-2-yl)-1-methyl-1H-indol-2-yl)(3,3-difluoroazetidin-1-yl)methanone N1N=CC2=CC(=CC=C12)NC1=NC(=NC=C1)C1=CC=C2C=C(N(C2=C1)C)C(=O)N1CC(C1)(F)F